ClC1=C(C2=C(C=3C=NC(=NC13)N1C[C@@H]([C@@H](C1)O)N(C)C)COC2)C2=NC=C(C1=C2C(=C(S1)NC(OC(C)(C)C)=O)C#N)F tert-Butyl (4-(5-chloro-3-((3S,4R)-3-(dimethylamino)-4-hydroxypyrrolidin-1-yl)-7,9-dihydrofuro[3,4-f]quinazolin-6-yl)-3-cyano-7-fluorothieno[3,2-c]pyridin-2-yl)carbamate